tert-butyl (R)-6-(4-(2-fluorophenyl)-7-(5-methyl-1-(methylamino)-1-oxohexan-3-yl)-7H-pyrrolo[2,3-d]pyrimidin-2-yl)-2,6-diazaspiro[3.4]octane-2-carboxylate FC1=C(C=CC=C1)C=1C2=C(N=C(N1)N1CC3(CN(C3)C(=O)OC(C)(C)C)CC1)N(C=C2)[C@@H](CC(=O)NC)CC(C)C